CC1(C(=O)NC1)C α,α-dimethylpropiolactam